N-(2,2-difluoro-3-(2'-fluoro-[1,1'-biphenyl]-4-yl)propyl)-6-methylnicotinamide FC(CNC(C1=CN=C(C=C1)C)=O)(CC1=CC=C(C=C1)C1=C(C=CC=C1)F)F